CN1N=CC(=C1)C1=CC=2N(C=C1)C(=CN2)N2CCN(CC2)C(=O)O[C@H](C)C2=CC=C(C=C2)Cl (R)-1-(4-chlorophenyl)ethyl 4-(7-(1-methyl-1H-pyrazol-4-yl)imidazo[1,2-a]pyridin-3-yl)piperazine-1-carboxylate